C[C@H]1CC(C(N1C1=CC=C(C=C1)B1OC(C(O1)(C)C)(C)C)=O)=C (5S)-5-methyl-3-methylene-1-[4-(4,4,5,5-tetramethyl-1,3,2-dioxaborolan-2-yl)phenyl]Pyrrolidin-2-one